C(=O)(O)CC=1C(NC(N([C@H]2[C@H](O)[C@H](O)[C@@H](CO)O2)C1)=O)=O 5-(carboxymethyl)uridine